NCCN1C(=C(C(C=C1)=O)OCC1=CC=CC=C1)C 1-(2-Aminoethyl)-2-methyl-3-benzyloxypyridin-4-one